N-trifluoroacetylpiperidine FC(C(=O)N1CCCCC1)(F)F